octan-1-aminium chloride [Cl-].C(CCCCCCC)[NH3+]